(S)-N-(2-methyl-5-(2-(2-methylpyrrolidin-1-yl)acetamido)pyridin-3-yl)-2-(2-oxo-1,4-dihydro-2H-benzo[d][1,3]oxazin-7-yl)-1H-pyrrolo[2,3-b]pyridine-5-carboxamide CC1=NC=C(C=C1NC(=O)C=1C=C2C(=NC1)NC(=C2)C=2C=CC1=C(NC(OC1)=O)C2)NC(CN2[C@H](CCC2)C)=O